NC1=C(C=CC=C1Cl)C(C)=O 1-(2-amino-3-chloro-phenyl)ethanone